(3S,4S)-tert-butyl 4-fluoro-3-((6-(6-fluoro-7-isopropoxyimidazo[1,2-a]pyridin-3-yl)pyridin-2-yl)amino)piperidine-1-carboxylate F[C@@H]1[C@H](CN(CC1)C(=O)OC(C)(C)C)NC1=NC(=CC=C1)C1=CN=C2N1C=C(C(=C2)OC(C)C)F